((3R,3'R)-3'-hydroxy-1,4-dihydro-2H-spiro[isoquinoline-3,4'-piperidin]-1'-yl)(pyrazolo[1,5-a]pyrazin-4-yl)methanone O[C@@H]1CN(CC[C@@]12NCC1=CC=CC=C1C2)C(=O)C=2C=1N(C=CN2)N=CC1